ethyl 5-cyano-4-[5-[(3,4-difluorophenyl)methylcarbamoyl]-2-thienyl]-2-[2-(4-fluorophenyl)ethyl]-6-isopropoxy-pyridine-3-carboxylate C(#N)C=1C(=C(C(=NC1OC(C)C)CCC1=CC=C(C=C1)F)C(=O)OCC)C=1SC(=CC1)C(NCC1=CC(=C(C=C1)F)F)=O